lactaldehyde C(C(O)C)=O